5-(4-fluoro-2-methyl-1-(1-methylpiperidin-4-yl)-1H-benzo[d]imidazol-6-yl)-N-((1-fluorocyclohexyl)methyl)-7H-pyrrolo[2,3-d]pyrimidin-2-amine FC1=CC(=CC=2N(C(=NC21)C)C2CCN(CC2)C)C2=CNC=1N=C(N=CC12)NCC1(CCCCC1)F